(R)-2-((5-(2-(6-((2-cyanoethyl)amino)-2-methylhexan-3-yl)-2,6-diazaspiro[3.4]octan-6-yl)-1,2,4-triazin-6-yl)oxy)-N-ethyl-5-fluoro-N-isopropylbenzamide C(#N)CCNCCC[C@H](C(C)C)N1CC2(C1)CN(CC2)C=2N=CN=NC2OC2=C(C(=O)N(C(C)C)CC)C=C(C=C2)F